ClC1=NC=C(C(=C1)N[C@H](CCOC1=C(C(=NN1C)C)C1=NC=CC(=N1)N)C)C#CC=1C(=NN(C1)C)C (S)-2-(5-(3-((2-chloro-5-((1,3-dimethyl-1H-pyrazol-4-yl)ethynyl)pyridin-4-yl)amino)butoxy)-1,3-dimethyl-1H-pyrazol-4-yl)pyrimidin-4-amine